5-((S or R)-1-(((R)-((S)-2,3-dihydro-1H-pyrido[2,3-b][1,4]oxazin-3-yl)(phenyl)methyl)amino)propan-2-yl)picolinonitrile N1C2=C(O[C@@H](C1)[C@@H](C1=CC=CC=C1)NC[C@@H](C)C=1C=CC(=NC1)C#N)N=CC=C2 |o1:15|